[6-(5-cyclopropyl-4H-1,2,4-triazol-3-yl)-2-azaspiro[3.3]heptan-2-yl]-[3-[4-(3,5-dimethyl-1,2,4-triazol-1-yl)phenyl]azetidin-1-yl]methanone C1(CC1)C=1NC(=NN1)C1CC2(CN(C2)C(=O)N2CC(C2)C2=CC=C(C=C2)N2N=C(N=C2C)C)C1